FC=1C=C2C(=CC=NC2=CC1)C1CCC2(CC(C2)C(=O)NC2=C(C=CC=C2)C(F)(F)F)CC1 7-(6-fluoroquinoline-4-yl)-N-(2-(trifluoromethyl)phenyl)spiro[3.5]nonane-2-carboxamide